(2-(6-oxaspiro[4.5]dec-8-en-9-yl)pyridin-3-yl)methanol C1CCCC12OCC=C(C2)C2=NC=CC=C2CO